FC(C(=O)O)(F)F.N1CC(C1)C1=CC=C(N=N1)C1=C(C=C(C=C1)C1=CC=2N(C=C1)N=C(C2)C)O 2-(6-(azetidin-3-yl)pyridazin-3-yl)-5-(2-methylpyrazolo[1,5-a]pyridin-5-yl)phenol 2,2,2-trifluoroacetate